tetraglycerol eicosanate C(CCCCCCCCCCCCCCCCCCC)(=O)O.OCC(O)CO.OCC(O)CO.OCC(O)CO.OCC(O)CO